BrC=1C(=C(C=2C=NN(C2C1)C1OCCCC1)C(=O)O)F.C[C@H]1COCCN1C1=CC=NN1 5-((S)-3-methylmorpholino)pyrazole 6-bromo-5-fluoro-1-tetrahydropyran-2-yl-indazole-4-carboxylate